FC(S(=O)(=O)OC=1C=2CCC2C=C(C1C1=CC(=NC=C1)OC)C)(F)F [3-(2-methoxy-4-pyridyl)-4-methyl-2-bicyclo[4.2.0]octa-1(6),2,4-trienyl] trifluoromethanesulfonate